(S)-7-(8-ethynyl-7-fluoronaphthalen-1-yl)-8-fluoro-N-methyl-2-(4-methylpiperazin-1-yl)-N-(pyrrolidin-2-ylmethyl)pyrido[4,3-d]pyrimidin-4-amine C(#C)C=1C(=CC=C2C=CC=C(C12)C1=C(C=2N=C(N=C(C2C=N1)N(C[C@H]1NCCC1)C)N1CCN(CC1)C)F)F